OC1=C(C(=NN1C)C(F)(F)F)CS(=O)(=O)C1=NOC(C1)(C)C 3-[(5-Hydroxy-1-methyl-3-trifluoromethylpyrazole-4-yl)methylsulfonyl]-4,5-dihydro-5,5-dimethylisoxazole